C(#N)C1(CCN(CC1)C(=O)NC=1SC(=C(N1)C1=CC(=CC=C1)C#N)C1=CC(=NC(=C1)C)C)OC 4-cyano-N-[4-(3-cyanophenyl)-5-(2,6-dimethyl-4-pyridinyl)thiazol-2-yl]-4-methoxy-piperidine-1-carboxamide